di-iso-propyl-amine C(C)(C)NC(C)C